{cis}-N-((S)-1-(6-(4-fluoro-1H-pyrazol-1-yl)pyridin-3-yl)ethyl)-1-methoxy-4-(4-methyl-6-(5-methyl-1H-pyrazol-3-ylamino)pyrimidin-2-yl)cyclohexanecarboxamide FC=1C=NN(C1)C1=CC=C(C=N1)[C@H](C)NC(=O)C1(CCC(CC1)C1=NC(=CC(=N1)C)NC1=NNC(=C1)C)OC